ClC1=C(C2=C(NC(O[C@@]23CN(CCC3)C(=O)C=3C=NN(C3)C[B-](F)(F)F)=O)C=C1)F.[K+] Potassium (R)-((4-(6-chloro-5-fluoro-2-oxo-1,2-dihydrospiro[benzo[d][1,3]oxazine-4,3'-piperidin]-1'-ylcarbonyl)-1H-pyrazol-1-yl)methyl)trifluoroborate